CC(C)(C)C1=C(C(=CC=C1)C)O 2-(1,1-dimethylethyl)-6-methyl-phenol